methyl (1R,4r)-4-(((1R,2S,5R)-5-(isopropyl(methyl)amino)-2-((S)-2-oxo-3-((6-(trifluoromethyl)quinazolin-4-yl)amino)pyrrolidin-1-yl)cyclohexyl)carbamoyl)cyclohexane-1-carboxylate C(C)(C)N([C@@H]1CC[C@@H]([C@@H](C1)NC(=O)C1CCC(CC1)C(=O)OC)N1C([C@H](CC1)NC1=NC=NC2=CC=C(C=C12)C(F)(F)F)=O)C